COC(=O)N1C2CNCC1CC2.ONC(CNC2=NC(=NC(=C2)N2CCC1=C(CC2)C=CC=C1)C1NCCCC1)=O N-hydroxy-2-((2-(piperidin-2-yl)-6-(1,2,4,5-tetrahydro-3H-benzo[d]azepin-3-yl)pyrimidin-4-yl)amino)acetamide methyl-3,8-diazabicyclo[3.2.1]octane-8-carboxylate